9-carboxymethoxymethylguanine C(=O)(O)COCN1C=2N=C(NC(C2N=C1)=O)N